3-benzyloxypyridone C(C1=CC=CC=C1)OC=1C(NC=CC1)=O